2-chloro-5-(cyclopropane-carbonylamino)-N-[3-methyl-5-(2-phenylethynyl)-2-pyridyl]benzamide ClC1=C(C(=O)NC2=NC=C(C=C2C)C#CC2=CC=CC=C2)C=C(C=C1)NC(=O)C1CC1